(3S)-3-(4-Bromo-5-fluoro-2-methoxyphenyl)-2-azaspiro[3.4]octan-1-one BrC1=CC(=C(C=C1F)[C@@H]1NC(C12CCCC2)=O)OC